(4,4-difluoro-1,3-dimethylpiperidin-3-yl)methanol zirconium tributoxide chloride [Cl-].[O-]CCCC.[O-]CCCC.[O-]CCCC.[Zr+4].FC1(C(CN(CC1)C)(C)CO)F